(R)-1-((S)-4-(5-(2,6-difluorophenyl)-3,7-dimethyl-1,6-dihydropyrazolo[4,3-d]pyrido[4,3-f][1,3]diazepin-9-yl)morpholin-2-yl)ethan-1-ol FC1=C(C(=CC=C1)F)C=1NC2=C(C3=C(N1)C(=NN3)C)C=C(N=C2C)N2C[C@H](OCC2)[C@@H](C)O